monoisodecyl succinate C(CCC(=O)[O-])(=O)OCCCCCCCC(C)C